CN1C(CCC1)C=CC(=O)[O-] 3-(1-methylpyrrolidin-2-yl)acrylate